5-chloro-4-(2-isopropyltetrahydropyran-4-yl)-2-(4-pyridinyl)-1H-pyrimidin-6-one ClC1=C(N=C(NC1=O)C1=CC=NC=C1)C1CC(OCC1)C(C)C